[C@H]12CC(C[C@H](CC1)N2)OC2=CC=C(N=N2)C2=C(C=C(C=C2)N2N=CC=N2)O 2-(6-(((1R,3S,5S)-8-azabicyclo[3.2.1]octan-3-yl)oxy)pyridazin-3-yl)-5-(2H-1,2,3-triazol-2-yl)phenol